8-(2-hydroxy-2-methoxy-acetyl)-6-(phenylmethoxy)-4H-1,4-benzoxazin-3-one OC(C(=O)C1=CC(=CC=2NC(COC21)=O)OCC2=CC=CC=C2)OC